CC1=C(C=CC(=C1)C)C=1C(=CC(=C(C1)O)C1=C(C=C(C=C1)C)C)O 2,2'',4,4''-tetramethyl[1,1':4',1''-terphenyl]-2',5'-diol